methyl cyclohexane-1,3-dicarboxylate C1(CC(CCC1)C(=O)[O-])C(=O)OC